dibutyl-para-cresol CC1=CC(=C(C(=C1)C(C)(C)C)O)C(C)(C)C